FC1=C(C=CC=C1)C=1C2=C(N=C(N1)N1CC3(CN(C3)C(C=C)=O)CC1)N(CC2)C2=CC=CC1=CC=CC(=C21)C 1-(6-(4-(2-fluorophenyl)-7-(8-methyl-1-naphthalenyl)-6,7-dihydro-5H-pyrrolo[2,3-d]pyrimidin-2-yl)-2,6-diazaspiro[3.4]octan-2-yl)-2-propen-1-one